N1CNCC2C1=CN=CN2.N2CNCC1C2=CN=CN1.N1CNCC2C1=CN=CN2.N2CNCC1C2=CN=CN1.[W].[W] di-tungsten tetra(hexahydropyrimidopyrimidine)